7-(piperidin-4-yl)heptan-1-amine N1CCC(CC1)CCCCCCCN